ClC=1C=C(CNC2=NC(=NC3=CC=C(C=C23)C=2C(=NOC2C)C)C(=O)NCC=2OC(=CN2)C)C=CC1 4-((3-chlorobenzyl)amino)-6-(3,5-dimethylisoxazol-4-yl)-N-((5-methyloxazol-2-yl)methyl)quinazoline-2-carboxamide